CC=1N=C(SC1S(=O)(=O)N1CCN(CC1)C[C@H](C)NC1=NC=NC2=C(C=CC=C12)C(F)(F)F)NC(=O)C1CCCCC1 N-[4-methyl-5-({4-[(2S)-2-{[8-(trifluoromethyl)quinazolin-4-yl]amino}propyl]piperazin-1-yl}sulfonyl)-1,3-thiazol-2-yl]cyclohexanecarboxamide